(R)-5-(5-methyl-2-(6-(3-methyl-4-(2,2,2-trifluoroacetyl)piperazin-1-yl)pyridin-3-ylamino)pyrimidin-4-ylamino)benzo[d]oxazol-2(3H)-one CC=1C(=NC(=NC1)NC=1C=NC(=CC1)N1C[C@H](N(CC1)C(C(F)(F)F)=O)C)NC=1C=CC2=C(NC(O2)=O)C1